phenyl 7-(dimethoxymethyl)-6-((8-carbonyl-4-oxa-7-azaspiro[2.5]octan-7-yl) methyl)-3,4-dihydro-1,8-naphthyridine-1(2H)-carboxylate COC(C1=C(C=C2CCCN(C2=N1)C(=O)OC1=CC=CC=C1)CN1CCOC2(CC2)C1=C=O)OC